[Si](C)(C)(C(C)(C)C)OCC1=C(C(=CC(=C1)C)CO[Si](C)(C)C(C)(C)C)O 2,6-bis(((tert-butyldimethylsilyl)oxy)methyl)-4-methylphenol